C(C=C)(=O)N1CC(CCC1)N1N=C(C=2C1=NC=NC2N)C2=CC=C(C1=C2OCO1)NC(C1=CC=C(C=C1)N(C)C)=O N-(7-(1-(1-acryloylpiperidin-3-yl)-4-amino-1H-pyrazolo[3,4-d]pyrimidin-3-yl)benzo[d][1,3]dioxol-4-yl)-4-(dimethylamino)benzamide